Perfluorooctyl-methyldimethoxysilane FC(O[Si](OC(F)(F)F)(C(F)(F)F)C(C(C(C(C(C(C(C(F)(F)F)(F)F)(F)F)(F)F)(F)F)(F)F)(F)F)(F)F)(F)F